dimethyl-eicosyl-[3-(trimethoxysilyl)propyl]ammonium iodide [I-].C[N+](CCC[Si](OC)(OC)OC)(CCCCCCCCCCCCCCCCCCCC)C